(S)-(2,3-dihydro-1H-pyrrolo[3,2-b]pyridin-1-yl)(3-(phenethylamino)pyrrolidin-1-yl)methanone N1(CCC2=NC=CC=C21)C(=O)N2C[C@H](CC2)NCCC2=CC=CC=C2